NC1=CC=C(C=N1)OC1=CC(=NC=C1)NC1=NC(=CC=C1)C 4-((6-aminopyridin-3-yl)oxy)-N-(6-methylpyridin-2-yl)pyridin-2-amine